COC1=C(C=C(C=C1)C1=NC(=CC(=N1)C=1CB(OC1)O)C(F)(F)F)OCCC 4-(2-(4-methoxy-3-propoxyphenyl)-6-(trifluoromethyl)pyrimidin-4-yl)-1,2-oxaborol-2-ol